bis(octadecyl)-hydroxylamine C(CCCCCCCCCCCCCCCCC)N(O)CCCCCCCCCCCCCCCCCC